C(#N)C=1C=C(C=CC1OCC1(CCOCC1)F)S(=O)(=O)NC(C1=C(C=CC=C1)OC=1C=C2C(=NC1)NC=C2)=O N-({3-cyano-4-[(4-fluorotetrahydro-2H-pyran-4-yl)methoxy]phenyl}sulfonyl)-2-(1H-pyrrolo[2,3-b]pyridin-5-yloxy)benzamide